(5-(2-isopropylphenoxy)-2-(1-((6-methylpyridin-2-yl)methyl)pyrrolidin-3-yl)phenyl)methanol C(C)(C)C1=C(OC=2C=CC(=C(C2)CO)C2CN(CC2)CC2=NC(=CC=C2)C)C=CC=C1